N[C@@H]1CN(CC[C@@H]1F)C1=NC2=C(N1CC1=NC=C(C#N)C=C1)C=CC=C2Cl 6-((2-((3R,4S)-3-Amino-4-fluoropiperidin-1-yl)-4-chloro-1H-benzo[d]imidazol-1-yl)methyl)nicotinonitril